FC1=CC=C(C(=C1)C1=CC=C(C=C1)C(F)(F)F)C(=O)OC methyl 5-fluoro-4'-(trifluoromethyl)[1,1'-biphenyl]-2-carboxylate